ON1N(C=C(C1)NC=1N=CC(=NC1)C(=O)N)C1=CC=C(C=C1)C(F)(F)F N'-hydroxy-5-((1-(4-(trifluoromethyl)phenyl)-1H-pyrazol-4-yl)amino)pyrazine-2-carboxamide